2-isopropylisonicotinamide C(C)(C)C=1C=C(C(=O)N)C=CN1